2-Methyl-7-(5-morpholinyl-6-oxo-3,6-dihydropyridin-1(2H)-yl)-3,4-dihydroisoquinolin-1(2H)-one CN1C(C2=CC(=CC=C2CC1)N1CCC=C(C1=O)N1CCOCC1)=O